methyl 2-[(3S)-4-cyano-3-{[3-(5-methyl-1,2,4-oxadiazol-3-yl) phenyl] formylamino} butyrylamino]-4-methyl-1,3-thiazole-5-carboxylate C(#N)C[C@@H](CC(=O)NC=1SC(=C(N1)C)C(=O)OC)NC(=O)C1=CC(=CC=C1)C1=NOC(=N1)C